4-(2-((R)-3-((R or S)-3,3-difluorooxetan-2-yl)-1-(pyridin-3-ylmethyl)pyrrolidin-3-yl)ethyl)benzonitrile FC1([C@H](OC1)[C@]1(CN(CC1)CC=1C=NC=CC1)CCC1=CC=C(C#N)C=C1)F |o1:2|